C(C)(=O)C1=C(C=C(C=C1)Cl)C1=CC(N(C=C1OC)[C@@H](C(=O)NC1=CC=C(C(=O)O)C=C1)CC1=NN(C=C1)C1CC1)=O (R)-4-(2-(4-(2-acetyl-5-chlorophenyl)-5-methoxy-2-oxopyridin-1(2H)-yl)-3-(1-cyclopropyl-1H-pyrazol-3-yl)propionylamino)benzoic acid